C(#N)C=1C=CC(=NC1C)NC(=O)N[C@@H](C)C=1N(N=CN1)C1=NC=CC=N1 1-(5-cyano-6-methyl-2-pyridyl)-3-[(1S)-1-(2-pyrimidin-2-yl-1,2,4-triazol-3-yl)ethyl]urea